(2-cyanophenoxy)-2,2-difluoroacetic acid C(#N)C1=C(OC(C(=O)O)(F)F)C=CC=C1